FC=1C(=CC=2C3=C(NC(C2C1)=O)COC[C@@H]3N(C(=O)C3=CC1=C(N(N=C1C=C3)C(F)F)OC)C)F (R)-N-(8,9-difluoro-6-oxo-1,4,5,6-tetrahydro-2H-pyrano[3,4-c]isoquinolin-1-yl)-2-(difluoromethyl)-3-methoxy-N-methyl-2H-indazole-5-carboxamide